(2S,3R)-3-((4-((5-fluoroquinolin-6-yl)amino)-7-(1-methyl-1H-pyrazol-4-yl)quinazolin-5-yl)oxy)butan-2-ol FC1=C2C=CC=NC2=CC=C1NC1=NC=NC2=CC(=CC(=C12)O[C@@H]([C@H](C)O)C)C=1C=NN(C1)C